2-fluoro-N-(4-fluoro-3-(N-hydroxycarbamoyl)phenyl)-6-(4-fluoro-3-(trifluoromethyl)phenoxy)-3-(trifluoromethyl)benzamide FC1=C(C(=O)NC2=CC(=C(C=C2)F)C(NO)=O)C(=CC=C1C(F)(F)F)OC1=CC(=C(C=C1)F)C(F)(F)F